5-((1-(4-(4-(aminomethyl)-1H-pyrazol-1-yl)benzoyl)-4-hydroxypiperidin-4-yl)methyl)-1-(4-fluorophenyl)-1H-pyrazolo[3,4-d]pyrimidin-4(5H)-one NCC=1C=NN(C1)C1=CC=C(C(=O)N2CCC(CC2)(O)CN2C=NC3=C(C2=O)C=NN3C3=CC=C(C=C3)F)C=C1